1-bromo-3-(difluoromethyl)-5-nitro-benzene BrC1=CC(=CC(=C1)[N+](=O)[O-])C(F)F